2-(3-((1s,3s)-3-aminocyclobutoxy)-1,2,4-triazin-6-yl)-5-(1H-imidazol-1-yl)phenol NC1CC(C1)OC=1N=NC(=CN1)C1=C(C=C(C=C1)N1C=NC=C1)O